ClC1=[N+](C=CC(=C1)C1=CC=C(C=C1)F)[O-] 2-chloro-4-(4-fluorophenyl)pyridine 1-oxide